2-(4-bromophenyl)-1-ethoxy-2,2-difluoroethanol BrC1=CC=C(C=C1)C(C(O)OCC)(F)F